The molecule is a bicyclic sesquiterpene that is 1-methylidenedecahydronaphthalene carrying additional methyl and isopropylidene substituents at positions 4a and 7 respectively. It has a role as a plant metabolite. It is a sesquiterpene, a carbobicyclic compound and a polycyclic olefin. It derives from a hydride of a eudesmane. CC(=C1CC[C@]2(CCCC(=C)[C@@H]2C1)C)C